CS(=O)(=O)NC=1C=C(OCCCC(=O)OCC)C=CC1[N+](=O)[O-] Ethyl 4-(3-(methylsulfonamido)-4-nitrophenoxy)butyrate